5-(((1R,2R)-2-(diethylamino)cyclopentyl)(methyl)amino)-2-(2,6-dioxopiperidin-3-yl)isoindoline-1,3-dione C(C)N([C@H]1[C@@H](CCC1)N(C=1C=C2C(N(C(C2=CC1)=O)C1C(NC(CC1)=O)=O)=O)C)CC